3-((2-chloro-6-fluorobenzyl)oxy)aniline ClC1=C(COC=2C=C(N)C=CC2)C(=CC=C1)F